COC=1C(=NC2=CC=CC=C2C1O)OC dimethoxyquinolin-4-ol